C[C@@H]1N(CCN(C1)C=1C2=C(N=C(N1)OC[C@H]1N(CCC1)C([2H])([2H])[2H])CN(CC2)C2=CC=CC1=CC=CC(=C21)C([2H])([2H])[2H])C(C=C)=O 1-((S)-2-methyl-4-(7-(8-(methyl-d3)naphthalen-1-yl)-2-(((S)-1-(methyl-d3)pyrrolidin-2-yl)methoxy)-5,6,7,8-tetrahydropyrido[3,4-d]pyrimidin-4-yl)piperazin-1-yl)-2-propen-1-one